tris(butyl) phosphate P(=O)(OCCCC)(OCCCC)OCCCC